NC1CCC(CC1)OC1=C(C=CC=C1)C1=CC(=NO1)NC=1N=CC(=NC1)C#N 5-(5-(2-((1s,4s)-4-aminocyclohexyloxy)phenyl)isoxazol-3-ylamino)pyrazine-2-carbonitrile